CN1CCN(CC1)CC=1C(=NC=NC1)N 5-((4-methylpiperazin-1-yl)methyl)pyrimidin-4-amine